2,6-diamino-7-methyl-5-oxooctanoic acid NC(C(=O)O)CCC(C(C(C)C)N)=O